Tert-butyl ((2-(1-aminopropyl)imidazo[1,2-a]pyridin-6-yl)methyl)(cyclobutylmethyl)carbamate NC(CC)C=1N=C2N(C=C(C=C2)CN(C(OC(C)(C)C)=O)CC2CCC2)C1